4-hydroxy-6-methylquinolin-2(1H)-one OC1=CC(NC2=CC=C(C=C12)C)=O